4-(3-methoxy-5-nitrophenoxy)-6-bromo-2-chloroquinoline COC=1C=C(OC2=CC(=NC3=CC=C(C=C23)Br)Cl)C=C(C1)[N+](=O)[O-]